2-cyano-3-benzyloxypyridine-4-one C(#N)C1=NC=CC(C1OCC1=CC=CC=C1)=O